2,5-dimethyl-2,5-bis(t-butyl-peroxy)hexane CC(C)(CCC(C)(OOC(C)(C)C)C)OOC(C)(C)C